NC1=C(C=C(C(=N1)C1=NC2=C(N1C)C=CC(=C2)SC(F)(F)F)C(=O)O)C 6-amino-5-methyl-2-[1-methyl-5-(trifluoromethylthio)benzimidazol-2-yl]pyridine-3-carboxylic acid